O(C1=CC=CC=C1)C(CC)O 1-Phenoxypropaneol